C(C)(C)(C)N(C(O)=O)CC(C)N1C=NC2=C(C1=O)C=C(N=C2C=2C=NC=CC2)C2=CC=C(C=C2)Cl.FC=2C=C1C=CC(=NC1=CC2)C=CC=O 3-(6-fluoroquinol-2-yl)prop-2-en-1-one Tert-butyl-(2-(6-(4-chlorophenyl)-4-oxo-8-(pyridin-3-yl)pyrido[3,4-d]pyrimidin-3(4H)-yl)propyl)carbamate